C1(CC1)C(=O)NC1=CC(=C(N=N1)C(=O)NOCC)NC1=C(C(=CC(=C1)F)C1=NN(C=N1)C)OC 6-(cyclopropanecarboxamido)-N-ethoxy-4-((5-fluoro-2-methoxy-3-(1-methyl-1H-1,2,4-triazole-3-yl)phenyl)amino)pyridazine-3-carboxamide